3-(4-bromo-1H-pyrazol-1-yl)bicyclo[1.1.1]pentane-1-ol BrC=1C=NN(C1)C12CC(C1)(C2)O